7-(Cyclohex-1-en-1-yl)-1-cyclopentyl-3-methyl-8-(1-methyl-1H-indazol-5-yl)-3,6-dihydroimidazo[4,5-d]pyrrolo[2,3-b]pyridin-2(1H)-one C1(=CCCCC1)C1=C(C=2C(=NC=C3C2N(C(N3C)=O)C3CCCC3)N1)C=1C=C3C=NN(C3=CC1)C